C1(=CC=CC=C1)N1N=CC(=N1)N1CCC2=C1N=C(N=C2OC=2C=NC=CC2)N2CCOCC2 4-(7-(2-phenyl-2H-1,2,3-triazol-4-yl)-4-(pyridin-3-yloxy)-6,7-dihydro-5H-pyrrolo[2,3-d]pyrimidin-2-yl)morpholine